[Cl-].C1(=CC=CC=C1)[I+]C1=CC=CC=C1 diphenyl-iodonium chloride salt